C(CCC)NC(OC#CCI)=O iodopropynyl butyl-carbamate